3-(2-methacryloyloxyethyl)-2-pentafluoroethyloxetane C(C(=C)C)(=O)OCCC1C(OC1)C(C(F)(F)F)(F)F